tert-butyl 4-[2-[(8-oxo-6,7-dihydro-5H-indolizine-5-carbonyl) amino] thiazol-5-yl]-3,6-dihydro-2H-pyridine-1-carboxylate O=C1CCC(N2C=CC=C12)C(=O)NC=1SC(=CN1)C=1CCN(CC1)C(=O)OC(C)(C)C